O=S.[Zn].[Cd] cadmium zinc oxysulfide